FC1=C(C=CC(=C1C)F)C=1C=C2C(=NC1)NC(N2C[C@@H](CC)O)=O |r| (R/S)-6-(2,4-Difluoro-3-methyl-phenyl)-1-(2-hydroxybutyl)-3H-imidazo[4,5-b]pyridin-2-one